benzyl tert-butyl [(2S)-3-hydroxypropan-1,2-diyl]biscarbamate OC[C@H](CNC(OCC1=CC=CC=C1)=O)NC(OC(C)(C)C)=O